CN1N=C(C=C1C1=NC=C(C=C1)C(F)(F)F)NC=1C=CC(=NC1)C#N 5-((1-methyl-5-(5-(trifluoromethyl)pyridin-2-yl)-1H-pyrazol-3-yl)amino)picolinonitrile